5-propyl-1,5-dihydro-4H-pyrazolo[3,4-d]pyrimidin-4-one C(CC)N1C=NC2=C(C1=O)C=NN2